ClC=1C=CC(=C(OC2=CC=C(C=C2)C=2C=CC(=NC2)C(=O)OC)C1)C=O methyl 5-(4-(5-chloro-2-formylphenoxy)phenyl)picolinate